3-Isocyanatopropyltriethoxy-silan N(=C=O)CCC[Si](OCC)(OCC)OCC